6-bromo-8-(2-fluorobenzyl)imidazo[1,2-a]pyrazine BrC=1N=C(C=2N(C1)C=CN2)CC2=C(C=CC=C2)F